C1(CC1)[C@@H](C(=O)O)COC1=CC2=C(N(C[C@H](N(S2(=O)=O)C)CCC(C)(F)F)C2=CC=CC=C2)C=C1C(F)(F)F (R)-2-cyclopropyl-3-(((R)-3-(3,3-difluorobutyl)-2-methyl-1,1-dioxido-5-phenyl-7-(trifluoromethyl)-2,3,4,5-tetrahydrobenzo[f][1,2,5]thiadiazepin-8-yl)oxy)propanoic acid